C1(CCCCC1)C[C@H](C(=O)N1CC2(CCCC2)C(CC1)(O)CN1C(C2=NC=CN=C2C=C1)=O)C 6-((7-((R)-3-Cyclohexyl-2-methylpropanoyl)-10-hydroxy-7-azaspiro[4.5]decan-10-yl)methyl)pyrido[3,4-b]pyrazin-5(6H)-one